D-2-(6'-azidohexyl)alanine N(=[N+]=[N-])CCCCCC[C@](N)(C)C(=O)O